IC1=C(C(=NS1)C)NC(O[C@H](C)C=1C(=NC=CC1)Cl)=O (R)-1-(2-chloropyridin-3-yl)ethyl (5-iodo-3-methylisothiazol-4-yl)carbamate